imidazo[4,5-B]pyridin-2-one N=1C(N=C2N=CC=CC21)=O